C(#N)C=1C=C(CNC(C(C)C)=O)C=CC1F N-(3-cyano-4-fluorobenzyl)isobutyramide